NCC=1C=C(C=CC1)N1N=C(C=C1C(=O)NC1=CC(=CC=C1)C(CCCC)C1=CC=CC=C1)C(F)(F)F 1-(3-(aminomethyl)phenyl)-N-(3-(1-phenylpentyl)phenyl)-3-(trifluoromethyl)-1H-pyrazole-5-carboxamide